BrC1=NC(=CC=C1)C1=NN=CN1C1CCOCC1 2-bromo-6-(4-(tetrahydro-2H-pyran-4-yl)-4H-1,2,4-triazole-3-yl)pyridine